L-Histidine Beta-Naphthylamide C1=C(C=CC2=CC=CC=C12)NC([C@@H](N)CC1=CNC=N1)=O